C(=CC)C1=C(C=CC=C1)O 2-propenylphenol